O.O.C(CCCCCCCCCCCCCCCCC)[N+](C)(C)[O-] Octadecyldimethylamine N-oxide dihydrate